4-(4-(2-chlorophenyl)piperazin-1-yl)-2-oxo-6-phenyl-2H-pyran-3-carbonitrile ClC1=C(C=CC=C1)N1CCN(CC1)C1=C(C(OC(=C1)C1=CC=CC=C1)=O)C#N